N,N-diethylammonium bromide [Br-].C(C)[NH2+]CC